(2S,5S)-4-(4-Fluorobicyclo[2.2.1]heptane-1-carbonyl)-2,3,4,5-tetrahydro-2,5-methanopyrido[3,4-f][1,4]oxazepine-9-carbonitrile FC12CCC(CC1)(C2)C(=O)N2C[C@H]1OC3=C([C@@H]2C1)C=NC=C3C#N